[4-(4-chlorophenyl)phenyl]boronic acid ClC1=CC=C(C=C1)C1=CC=C(C=C1)B(O)O